2-(4-chlorophenoxy)-5-(4,4,5,5-tetramethyl-1,3,2-dioxaborolan-2-yl)pyridine ClC1=CC=C(OC2=NC=C(C=C2)B2OC(C(O2)(C)C)(C)C)C=C1